8-methyl-3-(3-oxo-3-(4-(3-(piperidin-1-ylsulfonyl)phenyl)piperazin-1-yl)propyl)-3,5-dihydro-4H-pyrimido[5,4-b]indol-4-one CC1=CC=2C3=C(NC2C=C1)C(N(C=N3)CCC(N3CCN(CC3)C3=CC(=CC=C3)S(=O)(=O)N3CCCCC3)=O)=O